C(C)(C)(C)SSCCC[Si](O)(C1=CC=CC=C1)C1=CC=CC=C1 (3-(tert-butyl-disulfanyl)propyl)diphenyl-silanol